C(C)(C)(C)OC(NC1CC2(CC(C2)=O)C1)=O.C12(CC3CC(CC(C1)C3)C2)NC(COC2=NC(NC(=C2)C)=O)=O N-(adamantan-1-yl)-2-((6-methyl-2-oxo-1,2-dihydropyrimidin-4-yl)oxy)acetamide tert-butyl-N-(2-oxospiro[3.3]heptan-6-yl)carbamate